3-bromo-5-(cycloheptylmethyl)-5,6-dihydrobenzo[4,5]imidazo[2,1-a]isoquinoline-5-carboxylate BrC1=CC=2C(CN3C(C2C=C1)=NC1=C3C=CC=C1)(C(=O)[O-])CC1CCCCCC1